tert-butyl 1-hydroxy-3,6,9,12,15,18,21,24,27,30-decaoxatritriacontan-33-oate OCCOCCOCCOCCOCCOCCOCCOCCOCCOCCOCCC(=O)OC(C)(C)C